N-(furan-2-ylmethyl)-2-((4-methylphenyl)sulfonamido)benzamide ethyl-4-hydroxycyclohexane-1-carboxylate C(C)OC(=O)C1CCC(CC1)O.O1C(=CC=C1)CNC(C1=C(C=CC=C1)NS(=O)(=O)C1=CC=C(C=C1)C)=O